C(C1=CC=CC=C1)SC1=CC(=CS1)S(=O)(=O)N 5-(benzylsulfanyl)thiophene-3-sulfonamide